COC1=C(C=C2N=C3CCCCC3=C(C2=C1)NC1CCN(CC1)C=1C=NC=CC1)OCCCN1CCCC1 7-methoxy-N-[1-(pyridin-3-yl)piperidin-4-yl]-6-[3-(pyrrolidin-1-yl)propoxy]-1,2,3,4-tetrahydroacridin-9-amine